COCC1(CCNCC1)NC1=CC=CC=C1 4-(methoxymethyl)-N-phenylpiperidin-4-amine